NC=1C2=C(N=CN1)N(C(=C2C2=CC=C(C=C2)OC2=NC(=CC=C2)C)C=2C=NN(C2)C2CC(C2)N(C(C=C)=O)C)C N-(3-(4-(4-amino-7-methyl-5-(4-((6-methylpyridin-2-yl)oxy)phenyl)-7H-pyrrolo[2,3-d]pyrimidin-6-yl)-1H-pyrazol-1-yl)cyclobutyl)-N-methyl-acrylamide